COC(=O)[C@H](C1=CC=CC=C1Cl)N.[C@@H]([C@H](C(=O)O)O)(C(=O)O)O (S)-(+)-2-chlorophenylglycine methyl ester tartrate